NC=1N=C(C2=C(N1)C(=CN(C2=O)CC2=CC=C(C=C2)CN2CCCC2)Br)NCCCC 2-amino-8-bromo-4-(butylamino)-6-(4-(pyrrolidin-1-ylmethyl)benzyl)pyrido[4,3-d]pyrimidin-5(6H)-one